The molecule is a HODE(1-) that is the conjugate base of (9Z,12Z)-11-hydroxyoctadecadienoic acid, obtained by deprotonation of the carboxy group; major species at pH 7.3. It derives from a linoleate. It is a conjugate base of a (9Z,12Z)-11-hydroxyoctadecadienoic acid. CCCCC/C=C\\C(/C=C\\CCCCCCCC(=O)[O-])O